amino-4,6-dinitrophenol NC1=C(C(=CC(=C1)[N+](=O)[O-])[N+](=O)[O-])O